butyl (S)-2-((S)-2-(((benzyloxy)carbonyl)amino)-3-methoxy-3-oxopropyl)morpholine-4-carboxylate C(C1=CC=CC=C1)OC(=O)N[C@@H](C[C@H]1CN(CCO1)C(=O)OCCCC)C(=O)OC